1-(8-bromo-6-cyclopropylimidazo[1,2-a]pyridin-2-yl)ethan BrC=1C=2N(C=C(C1)C1CC1)C=C(N2)CC